COC=1C=CC(=C2CN(C(C12)=O)C1C(NC(CC1)=O)=O)OC(F)(F)F 3-(7-methoxy-1-oxo-4-(trifluoromethoxy)isoindolin-2-yl)piperidine-2,6-dione